tert-butyl 2'-{6-amino-5-[(1R)-1-(pyridin-2-yl)ethoxy]pyridin-3-yl}-5',6'-dihydrospiro[azetidine-3,4'-pyrrolo[1,2-b]pyrazole]-1-carboxylate NC1=C(C=C(C=N1)C=1C=C2N(N1)CCC21CN(C1)C(=O)OC(C)(C)C)O[C@H](C)C1=NC=CC=C1